ClCCCCN1NC(=CC(C1=O)([2H])C1=CC=CC=C1)C 2-(4-chlorobutyl)-6-methyl-4-phenyl-2,3-dihydropyridazin-3-one-4-d